C(C)(C)(C)OC(=O)CCCCCC=C1C2=CC=CC=C2C(C=2C=CC=CC12)=CCCCCCC(=O)OC(C)(C)C 9,10-bis(tert-butoxycarbonylhexylidene)anthracene